BrC1=CC(=CC(=C1)C(F)(F)F)OC 1-bromo-3-methoxy-5-(trifluoromethyl)benzene